BrC1=CC=C(C=C1)[C@@H]1CC[C@H](CC1)CCCCCCCCCC(F)(F)F trans-1-bromo-4-[4-(10,10,10-trifluorodecyl)cyclohexyl]benzene